4-(5,5,6-Trimethylbicyclo[2.2.1]hept-2-yl)cyclohexan-1-ol CC1(C2CC(C(C1C)C2)C2CCC(CC2)O)C